ClC=1C=CC(=C(C1)C1=NNC=C1C=1N=C2C=C(C=NC2=CC1)NC1CCNCC1)F 6-[3-(5-chloro-2-fluoro-phenyl)-1H-pyrazol-4-yl]-N-(4-piperidyl)-1,5-naphthyridin-3-amine